C(C)(=O)OC1=C(C(=CC(=C1)OS(=O)(=O)C1=CC=C(C)C=C1)OC(C)=O)[C@@H]1C=C(CC[C@H]1C(=C)C)C 2-((1R,6R)-3-methyl-6-(prop-1-en-2-yl)cyclohex-2-enyl)-5-(tosyloxy)-1,3-phenylene Diacetate